FC1(C(C2=CC=CC=C2C(C1)CC1=CC=C(C=C1)OC)=O)F 2,2-difluoro-4-(4-methoxybenzyl)-3,4-dihydronaphthalene-1(2H)-one